N,N-dimethyl-N'-(3-chloro-4-ethylphenyl)urea CN(C(=O)NC1=CC(=C(C=C1)CC)Cl)C